ClC(C)(CC(CC(C)(C)Cl)(C)C)C 2,6-dichloro-2,4,4,6-tetramethylheptane